2-[METHYL(METHYLCARBAMOYL)AMINO]ACETIC ACID CN(CC(=O)O)C(NC)=O